C(C1=CC=CC=C1)(=O)N1CCC(CC1)C(=O)NC=1N=CC2=CC=C(C=C2C1)C1=CN=CS1 1-benzoyl-N-(6-(thiazol-5-yl)isoquinolin-3-yl)piperidine-4-carboxamide